t-butyl [4-fluoro-3-(3,5-difluorobenzamido)phenyl]carbamate FC1=C(C=C(C=C1)NC(OC(C)(C)C)=O)NC(C1=CC(=CC(=C1)F)F)=O